((2-methylpiperidin-4-yl)methyl)isoindoline-1,3-dione trifluoroacetate FC(C(=O)O)(F)F.CC1NCCC(C1)CN1C(C2=CC=CC=C2C1=O)=O